C(=O)(O)CCO[C@H]1[C@@H](C[C@](SCCNC(=O)OCC2=CC=CC=3C4=CC=CC=C4CC23)(O[C@@H]1CO)NS(=O)(=O)O)O N-fluorenylmethyloxycarbonyl-2-aminoethyl 4-O-carboxyethyl-2-deoxy-sulfoamino-1-thio-β-D-glucopyranoside